CCC(CC)(O)O pentane-3,3-diol